(2RS)-2-(hydroxymethyl)-pyrrolidine OC[C@@H]1NCCC1 |r|